10-(7-(decanoyloxy) heptyl)-2-methyl-6-oxo-7-oxa-2,5,10-triazaheptadecan-17-yl decanoate C(CCCCCCCCC)(=O)OCCCCCCCN(CCOC(NCCN(C)C)=O)CCCCCCCOC(CCCCCCCCC)=O